1-(Isobutylsulfinyl)-2-methylpropane C(C(C)C)S(=O)CC(C)C